[N+](=O)([O-])C1=CC=C(O1)\C=N\NC(COC1=CC=CC=C1)=O N'-[(E)-(5-nitrofuran-2-yl)methylidene]-2-phenoxyacetohydrazide